diisopropylbis(propoxymethyl)silane C(C)(C)[Si](COCCC)(COCCC)C(C)C